tert-butyl N-[3-(7-bromo-2-oxo-3H-benzimidazol-1-yl)propyl]carbamate BrC1=CC=CC2=C1N(C(N2)=O)CCCNC(OC(C)(C)C)=O